FCC1(C(F)(F)O1)F tetrafluoropropylene oxide